(R)-2-(1,3-dioxoisoindolin-2-yl)propanoic acid O=C1N(C(C2=CC=CC=C12)=O)[C@@H](C(=O)O)C